N-Boc-4-(6-methanesulfonyl-hexyl)-piperidine C(=O)(OC(C)(C)C)N1CCC(CC1)CCCCCCS(=O)(=O)C